O=C1NC(CCC1N1C(C2=CC=CC(=C2C1)C1=NN(C(=C1)[C@@H](C)N[S@](=O)C(C)(C)C)C)=O)=O (R)-N-((1R)-1-(3-(2-(2,6-dioxopiperidin-3-yl)-1-oxoisoindolin-4-yl)-1-methyl-1H-pyrazol-5-yl)ethyl)-2-methylpropane-2-sulfinamide